FC=1C=C(CC2=CN=C(S2)C2C(=NN(C(C2)=O)C)C(=O)N)C=C(C1)F (5-(3,5-difluorobenzyl)thiazol-2-yl)-1-methyl-6-oxo-1,4,5,6-tetrahydropyridazine-3-carboxamide